ClC1=C(C(=O)OC)C=CC(=N1)OC(F)F methyl 2-chloro-6-(difluoromethoxy)nicotinate